2-(4-cyanophenyl)-N-(4-(6-methoxy-7-(3-(4-methylpiperazin-1-yl)propoxy)quinazolin-4-yl)phenyl)acetamide lead zirconium nickel lead zirconium [Zr].[Pb].[Ni].[Zr].[Pb].C(#N)C1=CC=C(C=C1)CC(=O)NC1=CC=C(C=C1)C1=NC=NC2=CC(=C(C=C12)OC)OCCCN1CCN(CC1)C